OC(CCC(=O)[O-])CCCCCCCCCC.[K+] potassium 4-hydroxytetradecanoate